hexane-1,6-diol bis[3-(3,5-di-tert-butyl-4-hydroxyphenyl) propionate] C(C)(C)(C)C=1C=C(C=C(C1O)C(C)(C)C)CCC(=O)OCCCCCCOC(CCC1=CC(=C(C(=C1)C(C)(C)C)O)C(C)(C)C)=O